OCCC1OC(OC1)=O 2-hydroxyethyl-2-oxo-1,3-dioxolane